C(C)OCOC1=C(C=CC(=C1)C#C)C1=C(N=C(N=N1)N[C@H]1CNCCC1)OC (R)-3-((6-(2-(ethoxymethoxy)-4-ethynylphenyl)-5-methoxy-1,2,4-triazin-3-yl)amino)piperidin